4-(3-aminoazetidine-1-yl)-5-(3-fluoro-4-((4-methylpyrimidin-2-yl)oxy)phenyl)-N-(1-Methyl-1H-pyrazol-4-yl)pyrimidin-2-amine NC1CN(C1)C1=NC(=NC=C1C1=CC(=C(C=C1)OC1=NC=CC(=N1)C)F)NC=1C=NN(C1)C